((5-nitroquinolin-8-yloxy)methoxy(phenoxy)phosphorylamino)-3-phenylpropionate [N+](=O)([O-])C1=C2C=CC=NC2=C(C=C1)OP(=O)(OC1=CC=CC=C1)N(OC)C(C(=O)[O-])CC1=CC=CC=C1